methyl-glucose caprylate C(CCCCCCC)(=O)O.CC(=O)[C@H](O)[C@@H](O)[C@H](O)[C@H](O)CO